C(C)C1=C(C=CC=C1)C ethyl-1-methyl-(benzene)